O=C1NC(CCC1N1C(N(C2=C1C=CC=C2C#CCCCCCCNC(OC(C)(C)C)=O)C)=O)=O tert-butyl N-[8-[1-(2,6-dioxopiperidin-3-yl)-3-methyl-2-oxo-1,3-benzodiazol-4-yl]oct-7-yn-1-yl]carbamate